2-chloro-N-(1-(4-(trifluoro-methyl)benzyl)-1H-indazol-3-yl)benzamide ClC1=C(C(=O)NC2=NN(C3=CC=CC=C23)CC2=CC=C(C=C2)C(F)(F)F)C=CC=C1